BrC1=CC(=NC=C1C)NC(OC(C)(C)C)=O tert-butyl (4-bromo-5-methylpyridin-2-yl)carbamate